1,12-Dodecan-diamin C(CCCCCCCCCCCN)N